C(SCC#N)(SCCC[Si](OC)(OC)OC)=S cyanomethyl [3-(trimethoxysilyl)propyl] trithiocarbonate